1-(2-chloro-6-fluoro-benzyl)-3,4-dimethyl-2-oxo-1,2,3,4-tetrahydroquinazoline-7-carboxylic acid ClC1=C(CN2C(N(C(C3=CC=C(C=C23)C(=O)O)C)C)=O)C(=CC=C1)F